bromo-8-chloro-3-(methoxymethoxy)naphthalene BrC1=CC(=CC2=CC=CC(=C12)Cl)OCOC